CCCOC(C)C(=O)O propoxypropionic acid